C(C)(C)(C)OC(=O)N1CC2COC3=C(C(N2CC1)=O)C(=CC(=C3Cl)C3=C1C=NNC1=CC=C3C)NC3=C(C=CC=C3)C(C)C 10-chloro-7-((2-isopropylphenyl)amino)-9-(5-methyl-1H-indazol-4-yl)-6-oxo-3,4,12,12a-tetrahydro-6H-benzo[f]pyrazino[2,1-c][1,4]oxazepine-2(1H)-carboxylic acid tert-butyl ester